2,3-dibutyl-1,4-butanediol bis(diphenylphosphonite) C1(=CC=CC=C1)P(O)(O)C1=CC=CC=C1.C1(=CC=CC=C1)P(O)(O)C1=CC=CC=C1.C(CCC)C(CO)C(CO)CCCC